3-trifluoromethyl-isoxazol-5(4H)-one FC(C1=NOC(C1)=O)(F)F